uranium (uronium) [NH2+]=C(O)N.[U+6]